C(C1=CC=CC=C1)(=O)NC(=O)[C@@H]1CC12CCN(CC2)C(=O)OC(C(F)(F)F)C(F)(F)F |r| 1,1,1,3,3,3-hexafluoropropan-2-yl (±)-1-(benzoylcarbamoyl)-6-azaspiro[2.5]octane-6-carboxylate